ethyl 2-(3-bromo-1,2,4-triazol-1-yl)-3-methylbutanoate BrC1=NN(C=N1)C(C(=O)OCC)C(C)C